8-(4,6-diphenyl-[1,3,5]triazin-2-yl)-9-phenyl-8H,9H-8,9-diaza-8a-borabenzo[fg]naphthacene C1(=CC=CC=C1)C1=NC(=NC(=N1)C1=CC=CC=C1)N1C2=CC=CC=C2C=2C3=C(C=4C=CC=CC4N(B13)C1=CC=CC=C1)C=CC2